BrC=1C(=NC(=NC1/N=C/N(C)C)SC)N1CC2CCC(C1)N2C(=O)OC(C)(C)C tert-butyl 3-[5-bromo-6-{(E)-[(dimethylamino)methylidene]amino}-2-(methylsulfanyl)pyrimidin-4-yl]-3,8-diazabicyclo[3.2.1]octane-8-carboxylate